(1H-pyrazol-1-yl)pyridine N1(N=CC=C1)C1=NC=CC=C1